diphenyl-tetramethyl-trisiloxane C1(=CC=CC=C1)[SiH2]O[Si](O[Si](C)(C)C)(C)C1=CC=CC=C1